FC(S(=O)(=O)OC1=CC=C(C=C1)C=1C=2N(C=C(C1)C=1C=NN(C1)C1CCOCC1)N=CC2C#N)(F)F 4-(3-cyano-6-(1-(tetrahydro-2H-pyran-4-yl)-1H-pyrazol-4-yl)pyrazolo[1,5-a]pyridin-4-yl)phenyl trifluoromethanesulfonate